ClC=1N=C(N2C(=NC3=C(C2=O)COC3)C1)C1=C(C=C(C=C1)Cl)F 6-chloro-8-(4-chloro-2-fluorophenyl)-1,3-dihydro-10H-furo[3,4-d]pyrimido[1,6-a]pyrimidin-10-one